2-fluoro-6-(trifluoromethyl)pyridin-3-ol FC1=NC(=CC=C1O)C(F)(F)F